(S)-2,6-Difluoro-3-(1-methyl-6-(2-(3-methylbenzyl)morpholino)-1H-pyrazolo[3,4-d]pyrimidin-3-yl)-5-(trifluoromethyl)phenol FC1=C(C(=C(C=C1C1=NN(C2=NC(=NC=C21)N2C[C@@H](OCC2)CC2=CC(=CC=C2)C)C)C(F)(F)F)F)O